CO[Si](CCCCC[Si](OC)(OC)OC)(OC)OC 1,5-bis-trimethoxysilylpentane